N-(2-bromophenyl)-2-(1-(4-(5-(trifluoromethyl)-1,2,4-oxadiazol-3-yl)phenyl)-1H-imidazol-4-yl)acetamide BrC1=C(C=CC=C1)NC(CC=1N=CN(C1)C1=CC=C(C=C1)C1=NOC(=N1)C(F)(F)F)=O